C(C)O[Si](CCCSSSSCCC[Si](OCC)(OCC)OCC)(OCC)OCC bis-[3-(triethoxysilyl)propyl]Tetrasulfide